1-(6-methylpyridin-3-yl)butane-1,4-diol CC1=CC=C(C=N1)C(CCCO)O